3-(1-(3-chloro-4-fluorophenyl)pyrrolidin-3-yl)-2-fluorobenzoic acid ClC=1C=C(C=CC1F)N1CC(CC1)C=1C(=C(C(=O)O)C=CC1)F